N[C@@H](C(=O)NC1=C(C(=C(C=C1)C1=C2C(=NC=C1)NC(=C2)C)C)F)CC(C)(C)C (2R)-2-Amino-N-[2-fluoro-3-methyl-4-(2-methyl-1H-pyrrolo[2,3-b]pyridin-4-yl)phenyl]-4,4-dimethyl-pentanamide